CN(C)CC1=NC2=C(C=CC=C2C=C1)NS(=O)(=O)C(F)(F)F N-(2-((Dimethylamino)methyl)quinolin-8-yl)-1,1,1-trifluoromethanesulfonamide